CC1=C(C=C(C(=N1)C(=O)OCC)C1=CC=CC=C1)C(=O)OC\C=C(\CCC=C(C)C)/C (E)-5-(3,7-dimethylocta-2,6-dien-1-yl) 2-ethyl 6-methyl-3-phenylpyridine-2,5-dicarboxylate